5-(4-(tetrahydro-2H-pyran-4-ylsulfonyl)phenyl)pyrazin-2-amine O1CCC(CC1)S(=O)(=O)C1=CC=C(C=C1)C=1N=CC(=NC1)N